BrC1=C(C=C(C=C1)[N+]#[C-])OC(F)(F)F 4-BROMO-3-(TRIFLUOROMETHOXY)-PHENYLISOCYANIDE